CN(CCCC(OC(CCCCCCCC(=O)OCCC#CCCCCCC)CCCCCCCC(=O)OCCC#CCCCCCC)=O)C 9-[4-(dimethylamino)1-oxobutoxy]-heptadecanedioic acid, 1,17-di-3-decyn-1-yl ester